[C@H]12OC[C@H](N(C1)C1CC3(CC1)CCN(CC3)S(=O)(=O)C3=C(C#N)C=C(C=C3)F)C2 ((2-((1R,4R)-2-oxa-5-azabicyclo[2.2.1]hept-5-yl)-8-azaspiro[4.5]dec-8-yl)sulfonyl)-5-fluorobenzonitrile